C(#N)C1=NN(C(=C1)C)C1=C(C=CC(=N1)C=1NC2=C(N1)C=CC(=C2)C#N)C(C)O [6-(3-cyano-5-methyl-pyrazol-1-yl)-5-(1-hydroxyethyl)-2-pyridinyl]benzimidazole-5-carbonitrile